3-methyl-1,9-nonanediamine CC(CCN)CCCCCCN